(2S,4R)-1-(2-(3-acetyl-5-(2-methylpyrimidin-5-yl)-1H-indazol-1-yl)acetyl)-N-(6-bromopyridin-2-yl)-fluoro-4-methylpyrrolidine-2-carboxamide C(C)(=O)C1=NN(C2=CC=C(C=C12)C=1C=NC(=NC1)C)CC(=O)N1[C@](C[C@H](C1)C)(C(=O)NC1=NC(=CC=C1)Br)F